N-cyano-2-(4-(4-(4-fluorophenyl)-1-methyl-6-oxo-1,6-dihydropyridin-3-yl)-1H-pyrazol-1-yl)benzamide C(#N)NC(C1=C(C=CC=C1)N1N=CC(=C1)C1=CN(C(C=C1C1=CC=C(C=C1)F)=O)C)=O